N-(2-ethylhexyl)-2-phenyl-3-ethoxyquinolin-4-one C(C)C(CN1C(=C(C(C2=CC=CC=C12)=O)OCC)C1=CC=CC=C1)CCCC